2-((1H-pyrrolo[2,3-b]pyridin-5-yl)oxy)-4-(4-((4,4-dimethyl-2-(3-(trifluoromethyl)bicyclo[1.1.1]pentan-1-yl)cyclohex-1-en-1-yl)methyl)piperazin-1-yl)benzoic acid N1C=CC=2C1=NC=C(C2)OC2=C(C(=O)O)C=CC(=C2)N2CCN(CC2)CC2=C(CC(CC2)(C)C)C21CC(C2)(C1)C(F)(F)F